FC1(CC(C1)OC=1N=CC(=NC1)C1=CC(=NO1)O)C1=C(C=CC(=C1)OC(F)(F)F)F 5-[5-({cis-3-fluoro-3-[2-fluoro-5-(trifluoromethoxy)phenyl]cyclobutyl}oxy)pyrazin-2-yl]isoxazol-3-ol